octadecanol eicosanoate C(CCCCCCCCCCCCCCCCCCC)(=O)OCCCCCCCCCCCCCCCCCC